4-[2-[4-[[4-[[(7R)-8-cyclopentyl-7-ethyl-5-methyl-6-oxo-7H-pteridin-2-yl]amino]-3-methoxy-benzoyl]amino]butoxy]ethoxy]piperidine-1-carboxylate C1(CCCC1)N1[C@@H](C(N(C=2C=NC(=NC12)NC1=C(C=C(C(=O)NCCCCOCCOC2CCN(CC2)C(=O)[O-])C=C1)OC)C)=O)CC